5-{4-[(benzyloxy)methyl]Piperidin-1-yl}pyridine-2-carboxylic acid methyl ester COC(=O)C1=NC=C(C=C1)N1CCC(CC1)COCC1=CC=CC=C1